F[C@@H]1[C@@H]([C@H]2CN([C@@H]1C2)C)N(C2=CC=C(N=N2)C2=C(C=C(C=C2)N2C=NC=C2)O)C 2-(6-(((1R,4R,5R,6S)-6-fluoro-2-methyl-2-azabicyclo[2.2.1]heptan-5-yl)(methyl)amino)pyridazin-3-yl)-5-(1H-imidazol-1-yl)phenol